CC1(CC(=CCC1)CCCC(C)C)C=O 1-methyl-3-(4-methylpentyl)-3-cyclohexenecarboaldehyde